N(CCO)CCO.C(CCCCCCCCCCCCCCC)OP(=O)(O)O Cetylphosphate-diethanolamine